The molecule is an indole alkaloid that is the 1-methoxy derivative of canthinone. Isolated from Ailanthus altissima and Leitneria floridana, it exhibits anti-HIV activity. It has a role as a metabolite and an anti-HIV agent. It is an indole alkaloid, an organic heterotetracyclic compound and an aromatic ether. It derives from a canthin-6-one. COC1=CN=C2C=CC(=O)N3C2=C1C4=CC=CC=C43